ClC1=NC=C2C(=N1)N(N=C2C)C2CC(C2)CNC(OC(C)(C)C)=O tert-Butyl N-[[3-(6-chloro-3-methyl-pyrazolo[3,4-d]pyrimidin-1-yl)cyclobutyl]methyl]carbamate